CC(C(=O)OCC(C)(C1=CC(=CC=C1)OC(F)(F)F)N=C=S)(C)C [2-isothiocyanato-2-[3-(trifluoromethoxy)phenyl]propyl] 2,2-dimethylpropanoate